CC1C=CC(C1)CC(=O)OC methyl (4-methyl-2-cyclopentenyl)acetate